C(C(S)CC(=O)[O-])(=O)[O-].[Na+].[Au+3].[K+] potassium gold sodium thiomalate